OCCCC#CC=1C=C2C(=NC=NN2C1)C1=CC(=C(C=C1)CNC(OC(C)(C)C)=O)C tert-butyl N-[[4-[6-(5-hydroxypent-1-ynyl)pyrrolo[2,1-f][1,2,4]triazin-4-yl]-2-methyl-phenyl]methyl]carbamate